FC1=C(C=CC(=C1C)F)C=1C=C2C(=NC1)N(C(N2)=O)C 6-(2,4-Difluoro-3-methyl-phenyl)-3-methyl-2-oxo-imidazo[4,5-b]pyridin